BrC1=C2C[C@](N(C2=CC(=C1Cl)F)C(=O)OC(C)(C)C)(C1=CC=CC=C1)[C@@H](CC=C)N[S@](=O)C(C)(C)C Tert-butyl (S)-4-bromo-2-((R)-1-(((R)-tert-butylsulfinyl) amino) but-3-en-1-yl)-5-chloro-6-fluoro-2-phenylindoline-1-carboxylate